FC1=C2C(=NNC2=CC=C1F)CCN(C)C 2-(4,5-difluoro-1H-indazol-3-yl)-N,N-dimethylethan-1-amine